C(C)(=O)C1=CC=C(C=C1)N1C(N2N(CC=C3C2C=2C=CC(=CC2OC3(C)C)N3CCN(CC3)C)C1=O)=O 2-(4-acetylphenyl)-7,7-dimethyl-10-(4-methylpiperazin-1-yl)-5,12b-dihydro-1H,7H-chromeno[4,3-c][1,2,4]triazolo[1,2-a]pyridazin-1,3(2H)-dione